C1(CC1)C(=O)NC1=CC(=C(N=N1)C(=O)NC([2H])([2H])[2H])NC1=C(C(=CC(=C1)F)C1=NN(C=N1)CC#C)OC 6-(Cyclopropanecarboxamido)-4-((5-fluoro-2-methoxy-3-(1-(prop-2-yn-1-yl)-1H-1,2,4-triazol-3-yl)phenyl)amino)-N-(methyl-d3)pyridazine-3-carboxamide